ClC=1C=C(C(=O)OC2=CC=C(C=C2)C(C)=O)C=C(C1)NC(=O)C=1SC(=CC1S(N(C)C1=CC(=C(C=C1)OCC)OC)(=O)=O)Cl 4-Acetylphenyl 3-chloro-5-(5-chloro-3-(N-(4-ethoxy-3-methoxyphenyl)-N-methylsulfamoyl)thiophene-2-carboxamido)benzoate